2'-amino-5-chloro-2,4'-difluoro-6'-(2-oxo-1,2-dihydropyridin-4-yl)-N-(2-(trifluoromethyl)pyridin-4-yl)-[1,1'-biphenyl]-4-carboxamide NC1=C(C(=CC(=C1)F)C1=CC(NC=C1)=O)C1=C(C=C(C(=C1)Cl)C(=O)NC1=CC(=NC=C1)C(F)(F)F)F